α-Methylbenzyltris(dimethylamino)tin CC(C1=CC=CC=C1)[Sn](N(C)C)(N(C)C)N(C)C